FC=1C=C(C=C(C1)F)C(C(=O)N1CC2=C(N=C(NC2=O)C2(CC2)C=2SC=CC2)CC1)O 6-(2-(3,5-difluorophenyl)-2-hydroxyacetyl)-2-(1-(thiophen-2-yl)cyclopropyl)-5,6,7,8-tetrahydropyrido[4,3-d]pyrimidin-4(3H)-one